C(N)(=N)C=1C=C(SC1)CNC(=O)[C@H]1N(CC2(OCCO2)C1)C(CN1C(C2=CC=C(C=C2CC1)C1=CC=CC=C1)=O)=O (S)-N-((4-carbamimidoylthiophen-2-yl)methyl)-7-(2-(1-oxo-6-phenyl-3,4-dihydroisoquinolin-2(1H)-yl)acetyl)-1,4-dioxa-7-azaspiro[4.4]nonane-8-carboxamide